2-chloro-6-(3,3-dimethyl-2-oxo-6-(piperidin-4-yl)-2,3-dihydro-1H-pyrrolo[3,2-b]pyridin-1-yl)benzamide ClC1=C(C(=O)N)C(=CC=C1)N1C(C(C2=NC=C(C=C21)C2CCNCC2)(C)C)=O